trans-3-(3-bromophenyl)-2,2-dichloropropane-1-carboxylic acid BrC=1C=C(C=CC1)CC(CC(=O)O)(Cl)Cl